C(C)(C)(C)OC(=O)NCCCN1N=CC(=C1)[N+](=O)[O-] t-butoxycarbonyl-3-(4-nitro-1H-pyrazol-1-yl)-1-propylamine